1-(5-tert-butylisoxazol-3-yl)-3-(8-methyl-7-(morpholine-4-carbonyl)-2,3,4,9-tetrahydro-1H-carbazol-3-yl)urea C(C)(C)(C)C1=CC(=NO1)NC(=O)NC1CCC=2NC3=C(C(=CC=C3C2C1)C(=O)N1CCOCC1)C